N-(1-(1H-Imidazol-1-yl)ethylidene)-4-chloroaniline N1(C=NC=C1)C(C)=NC1=CC=C(C=C1)Cl